CON=C(C#CCCC)C1=CC=CC=C1 1-phenyl-hex-2-yn-1-one-O-methyloxime